(4aR,5R,7aS,9R)-Octahydro-2,2,5,8,8,9a-hexamethyl-4H-4a,9-methanoazuleno-[5,6-d]-1,3-dioxol CC1(OC2(C(O1)C[C@]13[C@@H](CC[C@H]1C([C@H]2C3)(C)C)C)C)C